CS(=O)(=O)N1N=CC(=C1)CCC(=O)O 3-(1-(methylsulfonyl)-1H-pyrazol-4-yl)propionic acid